2-[5-(4-fluorophenyl)-3-isopropyl-imidazol-4-yl]-1-(2-trimethylsilylethoxymethyl)imidazole-4-carboxylic acid FC1=CC=C(C=C1)C1=C(N(C=N1)C(C)C)C=1N(C=C(N1)C(=O)O)COCC[Si](C)(C)C